methyl (E)-1-acetyl-3-(methoxy(phenyl)methylene)-2-oxo-2,3-dihydro-1H-pyrrolo[2,3-b]pyridine-6-carboxylate C(C)(=O)N1C(/C(/C=2C1=NC(=CC2)C(=O)OC)=C(\C2=CC=CC=C2)/OC)=O